(2R,3S,4S,5R)-3-(3,4-difluoro-2-methoxyphenyl)-4,5-dimethyl-N-(8-oxo-5,6,7,8-tetrahydro-1,7-naphthyridin-4-yl)-5-(trifluoromethyl)tetrahydrofuran-2-carboxamide FC=1C(=C(C=CC1F)[C@H]1[C@@H](O[C@]([C@H]1C)(C(F)(F)F)C)C(=O)NC1=CC=NC=2C(NCCC12)=O)OC